O=C1N(CC2=CC(=CC=C12)C1=NN(C(=C1)C1=CC=CC=C1)C1OCCCC1)C1C(NC(CC1)=O)=O 3-(1-oxo-5-(5-phenyl-1-(tetrahydro-2H-pyran-2-yl)-1H-pyrazol-3-yl)isoindolin-2-yl)piperidine-2,6-dione